F[B-](F)(F)F.C1(=C(C=CC=C1)[NH3+])[NH3+].F[B-](F)(F)F phenylenediaminium, fluoroborate salt